N6-[(2R)-2-amino-2-phenyl-ethyl]-N4-[(2,2-difluorocyclopropyl)methyl]-1-methyl-pyrazolo[3,4-d]pyrimidine-4,6-diamine N[C@@H](CNC1=NC(=C2C(=N1)N(N=C2)C)NCC2C(C2)(F)F)C2=CC=CC=C2